FC(C=1C=CC=2N(N1)C(=CN2)C2=NC=C(C(=C2)N2C[C@H](C([C@H](C2)C)(F)F)CNS(=O)(=O)C)F)F N-[[(3S,5S)-1-[2-[6-(Difluoromethyl)imidazo[1,2-b]pyridazin-3-yl]-5-fluoro-4-pyridyl]-4,4-difluoro-5-methyl-3-piperidyl]methyl]methanesulfonamide